ClC=1C(=NC=CC1C1CC1)OC1CN(C1)C(=O)N1CC2(C1)CC(C2)N2N=C(N=C2)C2CC2 [3-[(3-chloro-4-cyclopropyl-2-pyridyl)oxy]azetidin-1-yl]-[6-(3-cyclopropyl-1,2,4-triazol-1-yl)-2-azaspiro[3.3]heptan-2-yl]methanone